(2-(2-(4-(isoindolin-5-ylmethyl)piperazin-1-yl)ethoxy)ethyl)carbamic acid tert-butyl ester C(C)(C)(C)OC(NCCOCCN1CCN(CC1)CC=1C=C2CNCC2=CC1)=O